C(C)(C)(C)OC(=O)N1[C@@H](CC1)CONC(=O)[C@H]1N2C(N([C@H](CC1)C2)OS(=O)(=O)O)=O.C(CCC)[N+](CCCC)(CCCC)CCCC tetrabutylammonium tert-butyl-(2S)-2-{[({[(2S,5R)-7-oxo-6-(sulfooxy)-1,6-diaza-bicyclo[3.2.1]oct-2-yl]carbonyl}amino)oxy]methyl}azetidine-1-carboxylate